O=C1C=CN=C1 4-oxo-pyrrole